(4-bromothiazol-2-yl)-5-(4-(methylsulfonyl)piperazin-1-yl)picolinamide BrC=1N=C(SC1)C=1C(=NC=C(C1)N1CCN(CC1)S(=O)(=O)C)C(=O)N